diisobutyl-methylphosphine C(C(C)C)P(C)CC(C)C